C(CCCCCCCCCCCCCCCCC)OC(CCC1=CC(=C(C(=C1)C(C)(C)C)O)C(C)(C)C)=O n-octadecyl-β-(3',5'-di-t-butyl-4'-hydroxyphenyl)propionate